C[C@H]1CN(CCN1C1=NC=C(C=N1)C(F)(F)F)C(=O)O[C@H](CC1=CNC(C(=C1)C(F)(F)F)=O)C (S)-1-(6-Oxo-5-(trifluoromethyl)-1,6-dihydropyridin-3-yl)propan-2-yl (S)-3-methyl-4-(5-(trifluoromethyl)pyrimidin-2-yl)piperazine-1-carboxylate